[Br].[I].[Pb].CN Methylamine lead iodine bromine salt